N-[(2S)-5-[[(1R,2S)-2-(4-Fluorophenyl)cyclopropyl]amino]-1-(4-methylpiperazin-1-yl)-1-oxopentan-2-yl]-4-(pyrimidin-5-yl)benzamide FC1=CC=C(C=C1)[C@H]1[C@@H](C1)NCCC[C@@H](C(=O)N1CCN(CC1)C)NC(C1=CC=C(C=C1)C=1C=NC=NC1)=O